2-(5-((dibenzo[b,d]furan-2-ylmethyl)amino)-2-(methylsulfanyl)-6-oxopyrimidin-1(6H)-yl)acetic acid C1=C(C=CC=2OC3=C(C21)C=CC=C3)CNC3=CN=C(N(C3=O)CC(=O)O)SC